BrCCOC1=C(C=CC=C1C)C 2-(2-bromoethoxy)-1,3-dimethylbenzene